C1(CCCC1)NC(\C(=C\OC)\[C@@H]1[C@@H](CN2CCC3=C([C@@H]2C1)NC1=CC=CC(=C13)OC)CC)=O (E)-N-cyclopentyl-2-((2S,3S,12bS)-3-ethyl-8-methoxy-1,2,3,4,6,7,12,12b-octahydroindolo[2,3-a]quinolizin-2-yl)-3-methoxyacrylamide